1,2-diaminocyclohexene NC1=C(CCCC1)N